P(OC(C)C)(OC(C)C)OC1=C(C(=CC(=C1)Br)C=C)C(C)(CCO[Si](C)(C)C(C)(C)C)C diisopropyl 5-bromo-2-(4-((tert-butyldimethylsilyl) oxy)-2-methylbutan-2-yl)-3-vinylphenyl phosphite